ClC1=NNC=C1C1=CC=C2C(=N1)N(C=C2C(=O)C2COC1=CC=C(C=C1C2)F)CCNC [6-(3-Chloro-1H-pyrazol-4-yl)-1-[2-(methylamino)ethyl]pyrrolo[2,3-b]pyridin-3-yl]-(6-fluorochroman-3-yl)methanone